O=C1N(C=CC(=C1)CN1C=NC=C1CC1=CC=C(C#N)C=C1)C1=CC=CC=C1 4-[3-(2-oxo-1-phenyl-1,2-dihydropyridin-4-ylmethyl)3H-imidazol-4-ylmethyl]benzonitrile